C(#N)C1=CC(=C(COC2=CC=CC(=N2)C2=CC(=C(CC3=NC4=C(N3[C@H]3COC[C@H]3CF)C=C(C=C4)C(=O)O)C=C2F)F)C=C1)F 2-(4-(6-((4-cyano-2-fluorobenzyl)oxy)pyridin-2-yl)-2,5-difluorobenzyl)-1-((3R,4S)-4-(fluoromethyl)tetrahydrofuran-3-yl)-1H-benzo[d]imidazole-6-carboxylic acid